6-Fluoro-7-(4-iodo-1-methyl-1H-pyrazol-5-yl)-4,4-dimethylspiro[chroman-2,1'-cyclopropane]-8-Carbonitrile FC=1C=C2C(CC3(CC3)OC2=C(C1C1=C(C=NN1C)I)C#N)(C)C